(4-bromo-3-pyridyl)-(6-fluoro-9-methyl-1,3,4,5-tetrahydropyrido[4,3-b]indol-2-yl)methanone BrC1=C(C=NC=C1)C(=O)N1CC2=C(NC=3C(=CC=C(C23)C)F)CC1